ClC=1N=C(C2=C(N1)C(=C(S2)C[C@H](C)NC)C)NCC=2OC=CC2 (S)-2-chloro-N-(furan-2-ylmethyl)-7-methyl-6-(2-(methylamino)propyl)thieno[3,2-d]Pyrimidin-4-amine